(2S)-2-({5-[(1S)-1-[(5-chloro-2-methylpyridin-3-yl)amino]ethyl]thiophen-2-yl}formamido)-3-cyclopentyl-N-{8-oxabicyclo[3.2.1]octan-3-yl}propanamide ClC=1C=C(C(=NC1)C)N[C@@H](C)C1=CC=C(S1)C(=O)N[C@H](C(=O)NC1CC2CCC(C1)O2)CC2CCCC2